[C@H]12CNC[C@H](CC1)N2C2=C1C(N(C(C1=C(C=C2)F)=O)C2C(NC(CC2)=O)=O)=O 4-((1R,5S)-3,8-diazabicyclo[3.2.1]octan-8-yl)-2-(2,6-dioxopiperidin-3-yl)-7-fluoroisoindoline-1,3-dione